rac-(R)-4-methyl-1-(2-(4-(methylsulfonyl)piperazin-1-yl)propyl)-5-((2-(6-(2,2,2-trifluoroethyl)quinazolin-4-yl)-2,7-diazaspiro[3.5]nonan-7-yl)methyl)-1H-indole-2-carbonitrile CC1=C2C=C(N(C2=CC=C1CN1CCC2(CN(C2)C2=NC=NC3=CC=C(C=C23)CC(F)(F)F)CC1)C[C@@H](C)N1CCN(CC1)S(=O)(=O)C)C#N |r|